N1(CCCC1)CC=1C=C(C=CC1)CN (3-(pyrrolidin-1-ylmethyl)phenyl)methylamine